N-(4-(((8-isopropyl-2-((1-(prop-2-yn-1-yl)piperidin-4-yl)oxy)pyrazolo[1,5-a][1,3,5]triazin-4-yl)amino)methyl)phenyl)propanamide C(C)(C)C=1C=NN2C1N=C(N=C2NCC2=CC=C(C=C2)NC(CC)=O)OC2CCN(CC2)CC#C